5-[(4-{[(3R)-3-(fluoromethyl)piperazin-1-yl]methyl}-2-methoxyphenyl)methyl]-N4-pentyl-5H-pyrrolo[3,2-d]pyrimidine-2,4-diamine (trifluoroacetic acid) salt FC(C(=O)O)(F)F.FC[C@H]1CN(CCN1)CC1=CC(=C(C=C1)CN1C=CC=2N=C(N=C(C21)NCCCCC)N)OC